[Se](C#N)[NH-] selenocyanoamide